CCO[Si](OC)(OC)S methyl-mercaptotrimethoxysilane